NC=1N=C2C=C(C=NC2=C(C1)C)CN(C(C)=O)C1=C(C2=CC=CC=C2C=C1)C#N N-[(6-amino-8-methyl-1,5-naphthyridin-3-yl)methyl]-N-(1-cyano-2-naphthyl)acetamide